3-(4-acetamidophenyl)-N-(6-chloro-3-pyridyl)-N-methyl-pyrazolo[1,5-a]pyridine-5-carboxamide C(C)(=O)NC1=CC=C(C=C1)C=1C=NN2C1C=C(C=C2)C(=O)N(C)C=2C=NC(=CC2)Cl